2,3-(methylenedioxy)-5-methyl-7-hydroxy-8-methoxybenzo[c]-phenanthridinium C1OC=2C(=CC3=C(C=CC4=C5C=CC(=C(C5=C[N+](=C34)C)O)OC)C2)O1